BrC1=CC=2N=C(N=C(C2N=C1)N1C[C@@H](N(CC1)C(=O)OC(C)(C)C)CC#N)Cl tert-butyl (S)-4-(7-bromo-2-chloropyridino[3,2-d]pyrimidin-4-yl)-2-(cyanomethyl)piperazine-1-carboxylate